COC(=O)C1(CC(C1)N1C[C@H](CCC1)C1CN(C1)C=1N=CC2=C(N1)N(N=N2)[C@@H](C)C2=C(C=C(C=C2)Cl)Cl)C (1S,3R)-3-((S)-3-(1-(3-((R)-1-(2,4-dichlorophenyl)ethyl)-3H-[1,2,3]triazolo[4,5-d]pyrimidin-5-yl)azetidin-3-yl)piperidin-1-yl)-1-methylcyclobutane-1-carboxylic acid methyl ester